(7-Formyl-benzo[d]thiazol-2-yl)carbamic acid tert-butyl ester C(C)(C)(C)OC(NC=1SC2=C(N1)C=CC=C2C=O)=O